1'-(Tert-Butoxycarbonyl)-7-(Hydroxymethyl)-2H-Spiro[Benzofuran-3,3'-Pyrrolidine]-6-Carboxylic Acid C(C)(C)(C)OC(=O)N1CC2(CC1)COC1=C2C=CC(=C1CO)C(=O)O